2-(3,5-dichloro-4-((6-oxo-1-(3-(trifluoromethoxy)phenyl)-1,6-dihydropyridin-3-yl)oxy)phenyl)-3,5-dioxo-2,3,4,5-tetrahydro-1,2,4-triazine-6-carbonitrile ClC=1C=C(C=C(C1OC1=CN(C(C=C1)=O)C1=CC(=CC=C1)OC(F)(F)F)Cl)N1N=C(C(NC1=O)=O)C#N